2,6-dichloropyridine-4-carboxaldehyde ClC1=NC(=CC(=C1)C=O)Cl